N=1NN=NC1NC(CNC(CNC(CN1N=C(C=2C(=CC=CC12)C1=C(C=C2C=NN(C2=C1)C)F)C(C)C)=O)=O)=O N-(2-((2H-tetrazol-5-yl)amino)-2-oxoethyl)-2-(2-(5'-fluoro-3-isopropyl-1'-methyl-1H,1'H-[4,6'-biindazol]-1-yl)acetamido)acetamide